C(C)(C)(C)C=1C=C(CCC(=O)OCCCCCCCC)C=C(C1O)C(C)(C)C octyl 3,5-di-tert-butyl-4-hydroxyhydrocinnamate